C(#N)N1C[C@@H](CC1)NC(C1=C(C=C(C=C1)C1=CN=NC=C1)F)=O (R)-N-(1-cyanopyrrolidin-3-yl)-2-fluoro-4-(pyridazin-4-yl)benzamide